6-oxa-3-Azabicyclo[3.1.1]heptane hydrochloride Cl.C12CNCC(O1)C2